eleostearyl methacrylate C(C(=C)C)(=O)OCCCCCCCCC=CC=CC=CCCCC